N,N'-bis(2,6-dimethylphenyl)ethan-1,2-diimine CC1=C(C(=CC=C1)C)N=CC=NC1=C(C=CC=C1C)C